N[C@H](CN(C(N[C@@H](C)C1=CC=CC=C1)=O)C1=CC=C(C=C1)C1=CC=C(C=C1)CCC)[C@H](CC)C 3-[(2S,3S)-2-Amino-3-methylpentyl]-1-[(1S)-1-phenylethyl]-3-{4'-propyl-[1,1'-biphenyl]-4-yl}urea